FC=1C=C(C=CC1OC)N1C(OCCC1)=O 3-(3-fluoro-4-methoxyphenyl)-1,3-oxazinan-2-one